4-(4-pyridinyl)phenyl-urea N1=CC=C(C=C1)C1=CC=C(C=C1)NC(=O)N